ClC1=CC(=C(C=C1)NC=1C=NC=C(C1F)C=C)F N-(4-chloro-2-fluoro-phenyl)-4-fluoro-5-vinyl-pyridin-3-amine